FC(C1=NN(C=C1C(=O)NC1=C2C(CC(C2=C(C=C1)F)(C)C)C)C)F 3-(difluoromethyl)-N-(7-fluoro-1,1,3-trimethyl-2,3-dihydro-1H-inden-4-yl)-1-methyl-1H-pyrazole-4-carboxamide